C1(CCC1)NC=1C2=C(N=C(N1)NC1=C(C=C(C=C1)S(=O)(=O)N1CCC(CC1)N1CCOCC1)OC)NC=C2C(F)(F)F N4-cyclobutyl-N2-(2-methoxy-4-((4-morpholinopiperidin-1-yl)sulfonyl)phenyl)-5-(trifluoromethyl)-7H-pyrrolo[2,3-d]pyrimidine-2,4-diamine